2-(pyrrolidin-1-ylmethyl)phenylboronic acid N1(CCCC1)CC1=C(C=CC=C1)B(O)O